CC1CC(C1)(C1=NN=CN1C)C=1C=C(C=CC1)N1C=NC2=C(C=C(C=C2C1=O)CNC[C@@H](CC)C)C(F)(F)F 3-(3-((1s,3S)-3-Methyl-1-(4-methyl-4H-1,2,4-triazol-3-yl)cyclobutyl)phenyl)-6-((((R)-2-methylbutyl)amino)methyl)-8-(trifluoromethyl)quinazolin-4(3H)-one